(2R,6R)-6-methyl-N-[1-(4-methylmorpholin-2-yl)ethyl]-4-[8-(trifluoromethyl)-5-quinolyl]morpholine-2-carboxamide C[C@H]1O[C@H](CN(C1)C1=C2C=CC=NC2=C(C=C1)C(F)(F)F)C(=O)NC(C)C1CN(CCO1)C